N[C@H]1CCC2=CC(=CC=C12)N1C(=NC=2C1=NC(=CC2)C=2SC=CN2)C=2C(=NC=CC2)N 3-{3-[(1S)-1-amino-2,3-dihydro-1H-inden-5-yl]-5-(1,3-thiazol-2-yl)imidazo[4,5-b]pyridin-2-yl}pyridin-2-amine